8-bromo-N-(5-chloro-6-(2H-1,2,3-triazol-2-yl)pyridin-3-yl)-2,2-dimethyl-2,3-dihydro-4H-pyrido[4,3-b][1,4]oxazine-4-carboxamide BrC1=CN=CC2=C1OC(CN2C(=O)NC=2C=NC(=C(C2)Cl)N2N=CC=N2)(C)C